4-((6-(trifluoromethyl)pyrimidine-4-yl)oxy)benzoyl-hydrazine FC(C1=CC(=NC=N1)OC1=CC=C(C(=O)NN)C=C1)(F)F